2-([1-[(2-Chlorophenyl)methyl]-5-(1-methyl-1H-indazol-4-yl)-1H-pyrazol-3-yl]methoxy)-2-methylpropanoic acid ClC1=C(C=CC=C1)CN1N=C(C=C1C1=C2C=NN(C2=CC=C1)C)COC(C(=O)O)(C)C